BrCC1=CC=C(C=C1)C1=NN(C=N1)C1CC1 3-[4-(Bromomethyl)phenyl]-1-cyclopropyl-1,2,4-triazole